(4-(5-chloro-2-fluorobenzoyl)piperidin-1-yl)-3-nitrobenzonitrile ClC=1C=CC(=C(C(=O)C2CCN(CC2)C2=C(C#N)C=CC=C2[N+](=O)[O-])C1)F